ClC=1C(=NC(=NC1)NC1=NC=C(C=C1)N1CCC(CC1)N(C)C)NC1=CC(=CC=C1)C(F)(F)F 5-chloro-N2-(5-(4-(dimethylamino)piperidin-1-yl)pyridin-2-yl)-N4-(3-(trifluoromethyl)phenyl)pyrimidine-2,4-diamine